Tert-butyl(6-cyclopropyl-2-((4-(hydroxymethyl)-1H-1,2,3-triazol-1-yl)methyl)imidazo[1,2-a]pyridin-8-yl)carbamate C(C)(C)(C)OC(NC=1C=2N(C=C(C1)C1CC1)C=C(N2)CN2N=NC(=C2)CO)=O